FC=1C=C2CCC(C2=C(C1C=1C=C2C(=CN1)NN=C2C2=CC=C(C=C2)N2CCN(CC2)C)F)NC 5,7-difluoro-N-methyl-6-(3-(4-(4-methylpiperazin-1-yl)phenyl)-1H-pyrazolo[3,4-c]pyridin-5-yl)-2,3-dihydro-1H-inden-1-amine